ClC1=CC(=C(C=C1C=1C=NC(=NC1)N1CCOCC1)NC(=O)C1=CNC(C=C1C(F)(F)F)=O)N1C[C@@H](N(CC1)C)C (S)-N-(4-chloro-2-(3,4-dimethylpiperazin-1-yl)-5-(2-morpholinopyrimidin-5-yl)phenyl)-6-oxo-4-(trifluoromethyl)-1,6-dihydropyridine-3-carboxamide